N=C(CCCSCCC(=O)OCCCCCCCCCCCCCC)NCCCCCNC(CCCSCCC(=O)OCCCCCCCCCCCCCC)=N ditetradecyl 8,16-diimino-4,20-dithia-9,15-diazatricosanedioate